N-[(4-cyclopropyl-3-fluorophenyl)(phenyl)methyl]-1-{2-[(2-ethyl-2H-1,2,3-triazol-4-yl)(methyl)amino]acetyl}-4-fluoropyrrolidine-2-carboxamide C1(CC1)C1=C(C=C(C=C1)C(NC(=O)C1N(CC(C1)F)C(CN(C)C1=NN(N=C1)CC)=O)C1=CC=CC=C1)F